C(=O)[C@@H]1O[C@@H](CN(C1)C1=C2C=CC=NC2=C(C=C1)C#N)C 5-((2r,6r)-2-formyl-6-methylmorpholino)quinoline-8-carbonitrile